palladium-silver copper-gold-platinum-zinc [Zn].[Pt].[Au].[Cu].[Ag].[Pd]